(R)-1-(2-chloro-5-((1-(2-fluoroethyl)-1H-pyrazol-4-yl)ethynyl)pyridin-4-yl)piperidin-3-ol ClC1=NC=C(C(=C1)N1C[C@@H](CCC1)O)C#CC=1C=NN(C1)CCF